C(C)N1CC(NC2=NC=C(N=C21)C2=C(C=C(C(=C2)F)C2=NNC=N2)C)=O 4-ethyl-6-(5-fluoro-2-methyl-4-(1H-1,2,4-triazol-3-yl)phenyl)-3,4-dihydropyrazino[2,3-b]pyrazin-2(1H)-one